IC=1C(N(C2=CC=CC=C2C1C(F)(F)F)C)=O 3-iodo-1-methyl-4-(trifluoromethyl)quinolin-2(1H)-one